ethyl 3-((3-(2-(tert-butoxycarbonylamino)ethylcarbamoyl)benzyl)(4-(3,4-dichlorophenyl)-5-isobutylthiazol-2-yl)amino)propanoate C(C)(C)(C)OC(=O)NCCNC(=O)C=1C=C(CN(CCC(=O)OCC)C=2SC(=C(N2)C2=CC(=C(C=C2)Cl)Cl)CC(C)C)C=CC1